C(C)C1=CC=C(C=C1)N1N=CC(=C1)C=1C=C2C(=CNC2=CC1)NS(=O)(=O)C1CN(CC1)CC(F)(F)F N-(5-(1-(4-ethylphenyl)-1H-pyrazol-4-yl)-1H-indol-3-yl)-1-(2,2,2-trifluoroethyl)pyrrolidine-3-sulfonamide